di-n-butyl-[(trimethylsiloxy)dimethyl-siloxy]silane C(CCC)[SiH](O[Si](C)(C)O[Si](C)(C)C)CCCC